C(=C)C(COC(COC(COC)C)C)(C)OC(COC(COC(COC)C)C)(C=C)C Vinyl-1,4,7-trimethyl-3,6,9-trioxadecanyl ether